[Na+].[Na+].[Na+].C(CCC(=O)[O-])(=O)[O-].C(CCC(=O)O)(=O)[O-] disuccinate trisodium